3-(phenylethynyl)thiophene C1(=CC=CC=C1)C#CC1=CSC=C1